NC=1C=C2CN(C(C2=CC1OC1CC1)=O)C1CCN(CC1)C(=O)OC(C)(C)C tert-butyl 4-(5-amino-6-cyclopropoxy-1-oxoisoindolin-2-yl)piperidine-1-carboxylate